lithium bisethanedioate borate B([O-])(O)O.C(C(=O)O)(=O)O.C(C(=O)O)(=O)O.[Li+]